S1C(=CC=C1)C1COC1 3-(Thiophen-2-yl)oxetan